3-chloro-5-((4-((di-ethylamino)methyl)phenylimino)methyl)phenyl nicotinate C(C1=CN=CC=C1)(=O)OC1=CC(=CC(=C1)C=NC1=CC=C(C=C1)CN(CC)CC)Cl